C1CN2C(=CC=C2C(=O)C3=CC=CC=C3)C1C(=O)O (±)-5-Benzoyl-2,3-dihydro-1H-pyrrolizine-1-carboxylic acid